Trans-3,7-dimethyloct-2,6-dien-1-yl-4-bromobutyrate CC(=CCOC(CCCBr)=O)CCC=C(C)C